CC1=C(C=CC=C1NC(C1=NC=C(C(=C1)OC)CN[C@@H]1COC(C1)=O)=O)C1=C(C(=CC=C1)NC(C1=NC=C(C(=C1)OC)CN[C@@H]1COC(C1)=O)=O)C N,N'-(2,2'-dimethyl-[1,1'-biphenyl]-3,3'-diyl)bis(4-methoxy-5-((((S)-5-oxotetrahydrofuran-3-yl)amino)methyl)picolinamide)